BrC1=CC=C2C=3CCCC(C3NC2=C1)NC(OC(C)(C)C)=O Tert-Butyl (7-bromo-2,3,4,9-tetrahydro-1H-carbazol-1-yl)carbamate